COC=1C=C(CN(C2=NC=C(C=C2)COCCN2CCOCC2)CC2=CC(=CC=C2)OC)C=CC1 N,N-bis(3-methoxybenzyl)-5-((2-morpholinoethoxy)methyl)pyridin-2-amine